C(C)O[Si](OCC)(OCC)CCCNC(=O)C(CC(=O)O)C 3-(triethoxysilylpropyl-carbamoyl)butanoic acid